CC(C)(C)[Si](C)(C)OC(C(=O)O)=C [(1,1-dimethylethyl)dimethylsilyl]oxyl-2-propenoic acid